N1CCC(CC1)NC1=NC=CC=C1N N-(piperidin-4-yl)pyridine-2,3-diamine